(2-(allyloxy)-3,4-difluorophenyl)(3-methylthiophen-2-yl)methanol C(C=C)OC1=C(C=CC(=C1F)F)C(O)C=1SC=CC1C